C(CC)C(C(=O)OCOC(=O)OC1CCN(CC1)C)CCCCCCC=CCC=CCCCCC (((((1-methylpiperidin-4-yl) oxy) carbonyl) oxy) methyl) propyloctadeca-9,12-dienoate